4-anilinobenzene sodium [Na].N(C1=CC=CC=C1)C1=CC=CC=C1